C(C)(=O)N1CCC(CC1)N1C(C=2C(C(=C1)C(=O)N[C@H](C)C1=C3CCC(C3=CC=C1)(F)F)=NNC2)=O (R)-5-(1-acetylpiperidin-4-yl)-N-(1-(1,1-difluoro-2,3-dihydro-1H-inden-4-yl)ethyl)-4-oxo-4,5-dihydro-2H-pyrazolo[4,3-c]pyridine-7-carboxamide